C(C)(C)(C)OC(=O)NC(SC)=N N-(tert-Butoxycarbonyl)-S-methyl-isothiourea